FC1=C(C=CC=C1)C1=CC(=CN1)CN 1-[5-(2-fluorophenyl)-1H-pyrrol-3-yl]-N-methylamine